N1(CCC1)C1=NC=C(C(=O)NC2=C(C=CC(=C2)C(=O)N2CCC(CC2)(F)C2=NC=C(C=C2)C#N)C)C=C1 6-(azetidin-1-yl)-N-(5-(4-(5-cyanopyridin-2-yl)-4-fluoropiperidine-1-carbonyl)-2-methylphenyl)nicotinamide